C1(CC1)C1C(N(C1C1=C(C=C(C=C1F)C#C)F)C1=CC2=C(N(C=N2)COCC[Si](C)(C)C)C=C1)=O (racemic)-3-cyclopropyl-4-(4-ethynyl-2,6-difluorophenyl)-1-(1-((2-(trimethylsilyl)ethoxy)methyl)-1H-benzo[d]imidazol-5-yl)azetidin-2-one